ClC1=CC(=C(C=C1)C=1C2=C(N=C(N1)N1C[C@@H](OCC1)C=1C=NC(=NC1)C)N=C(C(=C2)C)C)F 4-(4-chloro-2-fluorophenyl)-6,7-dimethyl-2-((2S)-2-(2-methyl-5-pyrimidinyl)-4-morpholinyl)pyrido[2,3-d]pyrimidine